(S)-quinuclidin-3-yl (6-fluoro-7-(6-isopropoxypyridin-3-yl)-3,3-dimethylchroman-4-yl)carbamate FC=1C=C2C(C(COC2=CC1C=1C=NC(=CC1)OC(C)C)(C)C)NC(O[C@@H]1CN2CCC1CC2)=O